1-(3-butene-1-oxy)-3-(propargyloxy)-2-propanol dichlorophosphite P(Cl)(Cl)OC(COCCC=C)COCC#C